6-(3,5-dimethoxybenzyl)-2-methyl-8-(morpholin-4-yl)-2,6-dihydroimidazo[1,2-c]pyrido[2,3-e]pyrimidin-5(3H)-one COC=1C=C(CN2C(N3C(C4=C2C=C(C=N4)N4CCOCC4)=NC(C3)C)=O)C=C(C1)OC